[N+](=O)(O)[O-].C(CC)N1CNC=C1 1-propyl-2,3-dihydroimidazole nitrate